N-(2-chlorophenyl)-2-(((6-fluoro-4-oxo-3,4-dihydroquinazolin-2-yl)methyl)(methyl)amino)-N-methylacetamide ClC1=C(C=CC=C1)N(C(CN(C)CC1=NC2=CC=C(C=C2C(N1)=O)F)=O)C